BrC=1C=CC(=C(C1)S(=O)(=O)NC=1C(=C(C(=O)NC)C=C(C1)C1(CCC1)C#N)O)OC 3-((5-Bromo-2-methoxyphenyl)sulfonamido)-5-(1-cyanocyclobutyl)-2-hydroxy-N-methylbenzamide